butyl (1R,2S,3S,5S)-2-fluoro-3-(methyl(6-(thieno[2,3-c]pyridin-2-yl)-1,2,4-triazin-3-yl)amino)-8-azabicyclo[3.2.1]octane-8-carboxylate F[C@@H]1[C@H]2CC[C@@H](C[C@@H]1N(C=1N=NC(=CN1)C1=CC=3C(=CN=CC3)S1)C)N2C(=O)OCCCC